FC1(CCC(CC1)C(C)(O)C1=CC=CC=C1)F 1-(4,4-difluorocyclohexyl)-1-phenylethane-1-ol